C(N)(OCCOCCOCCOCCOCCC)=O 3,6,9,12-tetraoxapentadecyl carbamate